C(#N)C=1C=C(C(=NC1)C)C(=O)OCC ethyl 5-cyano-2-methylpyridine-3-carboxylate